C(C)(C)(C)OC(NC1CN(CC1)C1=NC(=NC2=CC=CC=C12)Cl)=O (1-(2-Chloroquinazolin-4-yl)pyrrolidin-3-yl)carbamic acid tert-butyl ester